(E)-N-(4-methyl-benzylidene)-(S)-tert-butanesulfinamide CC1=CC=C(\C=N\[S@@](=O)C(C)(C)C)C=C1